C1(CC1)C1=NC(=CC(=C1C(=O)NCCCC(F)(F)F)C)N1CCOCC1 2-Cyclopropyl-4-methyl-6-morpholin-4-yl-N-(4,4,4-trifluoro-butyl)-pyridine-3-carboxylic acid amide